OC1=CC=C(C=C1)C(\C=C\C1=CC(=C(C=C1)OC)COC1=C(C(=C(C(=C1F)F)F)F)F)=O (E)-1-(4-Hydroxyphenyl)-3-[4-methoxy-3-[(2,3,4,5,6-pentafluorophenoxy)methyl]phenyl]prop-2-en-1-one